BrC1=C2C(=NC(=C1)Cl)SC=N2 7-bromo-5-chlorothiazolo[5,4-b]pyridine